C(#N)C=1C=C(C=CC1OC)[C@@H]1CC[C@H](CC1)CN(C(=O)[C@@H]1CC[C@H](CC1)O)C1=CC(=CC=C1)C=1N=C(OC1)C1CC1 trans-N-((trans-4-(3-Cyano-4-methoxyphenyl)cyclohexyl)methyl)-N-(3-(2-cyclopropyl-oxazol-4-yl)phenyl)-4-hydroxycyclohexanecarboxamide